C1(CCC1)C1=CC=C(C=C1)NC=1C2=C(N=C(N1)N1CCOCC1)C(N(C2)C(C)C)=O 4-[(4-cyclobutylphenyl)amino]-2-(morpholin-4-yl)-6-(propan-2-yl)-5,6-dihydro-7H-pyrrolo[3,4-d]pyrimidin-7-one